C1(=CC=C(C=C1)S(=O)(=O)OCCOCCOCC(=O)OC(C)(C)C)C tert-butyl 2-[2-[2-(p-tolylsulfonyloxy)ethoxy]ethoxy]acetate